ClC1=NC=CC(=C1)C1=C(N=C2N1N=C(C=1CCCOC21)N2CC(CCC2)CN)C C-{1-[3-(2-Chloro-pyridin-4-yl)-2-methyl-7,8-dihydro-6H-9-oxa-1,3a,4-triaza-cyclopenta[a]naphthalen-5-yl]-piperidin-3-yl}-methylamine